(1S,3r,5S)-3-(2-(2-(2-(4-((hexyl-((2S,3r,4r,5r)-2,3,4,5,6-pentahydroxyhexyl)amino)methyl)-1H-1,2,3-triazol-1-yl)ethoxy)adamantan-1-yl)glycyl)pyrrolidine-2-carbonitrile C(CCCCC)N(C[C@@H]([C@H]([C@@H]([C@@H](CO)O)O)O)O)CC=1N=NN(C1)CCOC1C2(CC3C[C@@H](CC1C3)C2)C(N)C(=O)[C@H]2C(NCC2)C#N